N-(5-chloro-2-fluorobenzyl)-6-fluoro-1-(2-fluorophenyl)-4-oxo-7-(piperazin-1-yl)-1,4-dihydroquinoline-3-carboxamide ClC=1C=CC(=C(CNC(=O)C2=CN(C3=CC(=C(C=C3C2=O)F)N2CCNCC2)C2=C(C=CC=C2)F)C1)F